(2S,4S)-1-benzyloxycarbonyl-4-[3-[3-[3-(tert-butoxycarbonylamino)propyl]benzimidazol-4-yl]phenoxy]pyrrolidine-2-carboxylic acid C(C1=CC=CC=C1)OC(=O)N1[C@@H](C[C@@H](C1)OC1=CC(=CC=C1)C1=CC=CC=2N=CN(C21)CCCNC(=O)OC(C)(C)C)C(=O)O